7-(hydroxyethoxy)-4-methyl-coumarin OCCOC1=CC=C2C(=CC(OC2=C1)=O)C